C(C)(=O)N[C@@H]1[C@H](C[C@@](C(O)=O)(O)O[C@H]1[C@H](O)[C@H](O)CO)O N-acetyl-alpha-D-neuraminic acid